2-(3-(2'-(6-([1,1'-biphenyl]-4-yl)-2-phenylpyrimidin-4-yl)-[1,1'-biphenyl]-2-yl)pyridin-2-yl)-4,6-diphenyl-1,3,5-triazine C1(=CC=C(C=C1)C1=CC(=NC(=N1)C1=CC=CC=C1)C1=C(C=CC=C1)C1=C(C=CC=C1)C=1C(=NC=CC1)C1=NC(=NC(=N1)C1=CC=CC=C1)C1=CC=CC=C1)C1=CC=CC=C1